COCOC1=C(C(=C(C=C1)C)[N+](=O)[O-])C 1-(Methoxymethoxy)-2,4-dimethyl-3-nitrobenzene